2-bromo-6-(2-methylphenoxy)aniline BrC1=C(N)C(=CC=C1)OC1=C(C=CC=C1)C